6-ethylpyrazine-2-carboxamide C(C)C1=CN=CC(=N1)C(=O)N